[Pr].[Ce] cerium, praseodymium salt